CN(C1(CCC2(CN(C(N2)=O)C=2C=NC(=NC2)N2CC(NCC2)=O)CC1)C1=CC=CC=C1)C cis-8-dimethylamino-3-[2-(3-oxo-piperazin-1-yl)-pyrimidin-5-yl]-8-phenyl-1,3-diazaspiro[4.5]decan-2-one